C1(CC1)S(=O)(=O)N1N=CC(=C1)C1=NC=CC(=N1)NC1=CC(=C(C=N1)C1=NC=CC=C1)NC1CCC(CC1)(O)CO (1s,4s)-4-((6'-((2-(1-(Cyclopropylsulfonyl)-1H-pyrazol-4-yl)pyrimidin-4-yl)amino)-[2,3'-bipyridin]-4'-yl)amino)-1-(hydroxymethyl)cyclohexan-1-ol